(3-chlorobenzyl)-3-(2-(pyridin-2-yl)vinyl)-1H-indazole ClC=1C=C(CN2N=C(C3=CC=CC=C23)C=CC2=NC=CC=C2)C=CC1